1-(3-(3-isopropyl-2-(8-methoxy-[1,2,4]triazolo[1,5-a]pyridin-6-yl)-1H-indol-5-yl)piperidin-1-yl)-2-(methylamino)ethan-1-one C(C)(C)C1=C(NC2=CC=C(C=C12)C1CN(CCC1)C(CNC)=O)C=1C=C(C=2N(C1)N=CN2)OC